C(CC)[Si](OCCC)(OCCC)OCCC (n-propyl)tri(n-propoxy)silane